3-(2-(5-(4-fluorobenzylidene)-3-(2,4-dimethylphenyl)-4-oxothiazolidin-2-ylidene)hydrazono)-5-bromo-1H-indol-2-one FC1=CC=C(C=C2C(N(C(S2)=NN=C2C(NC3=CC=C(C=C23)Br)=O)C2=C(C=C(C=C2)C)C)=O)C=C1